(S)-5-(((3-(2',3'-dichloro-6-methoxy-[2,4'-bipyridin]-5-yl)propyl)amino)methyl)pyrrolidin-2-one ClC1=NC=CC(=C1Cl)C1=NC(=C(C=C1)CCCNC[C@@H]1CCC(N1)=O)OC